C(C)(C)N1N=C(C(=C1)[N+](=O)[O-])C=O 1-isopropyl-4-nitro-1H-pyrazole-3-carbaldehyde